ClC(C(C1=CC(=CC(=C1)F)F)OC(C)=O)=O acetic acid 2-chloro-1-(3,5-difluorophenyl)-2-oxoethyl ester